(S)-5-amino-1-(((R)-1-ethoxy-3-(1-methyl-1H-indol-3-yl)-1-oxopropan-2-yl)amino)-1,5-dioxopentan-2-aminium sulfate S(=O)(=O)([O-])[O-].NC(CC[C@@H](C(=O)N[C@@H](C(=O)OCC)CC1=CN(C2=CC=CC=C12)C)[NH3+])=O.NC(CC[C@@H](C(N[C@@H](C(OCC)=O)CC1=CN(C2=CC=CC=C12)C)=O)[NH3+])=O